1,1,1-trifluoro-3-hydroxypropan-2-yl 4-(7-fluoro-4,5-dihydro-triazolo[1,5-a]quinolin-2-yl)piperidine-1-carboxylate FC=1C=C2CCC=3N(C2=CC1)NN(C3)C3CCN(CC3)C(=O)OC(C(F)(F)F)CO